N(=C=O)C1(CCC(CC1)CN=C=O)C isocyanato-1-methyl-4-isocyanatomethylcyclohexane